COC1=NC(=NC2=C(C=C(C=C12)C)C(C)=O)N1CCOCC1 1-(4-methoxy-6-methyl-2-morpholino-quinazolin-8-yl)ethanone